5-(6-(4-((6-methoxypyridin-3-yl)oxy)piperidin-1-yl)pyridin-3-yl)-7-(3,3,3-trifluoro-2-hydroxypropoxy)imidazo[1,2-a]pyridine-3-carbonitrile COC1=CC=C(C=N1)OC1CCN(CC1)C1=CC=C(C=N1)C1=CC(=CC=2N1C(=CN2)C#N)OCC(C(F)(F)F)O